FC1=CC(=CC=2N(C(=NC21)C2CC(N(C2)C)=O)C(C)C)B2OC(C(O2)(C)C)(C)C 4-(4-fluoro-1-isopropyl-6-(4,4,5,5-tetramethyl-1,3,2-dioxaborolan-2-yl)-1H-benzo[d]imidazol-2-yl)-1-methylpyrrolidin-2-one